FC1(OC2=C(O1)C=CC(=C2)COC2=CC=CC(=N2)C=2CCN(CC2)CC2=NC1=C(N2C[C@H]2OCC2)C=C(C=C1)C(=O)OC)F methyl (S)-2-((6-(2,2-difluorobenzo[d][1,3]dioxolan-5-ylmethoxy)-3',6'-dihydro-[2,4'-bipyridine]-1'(2'H)-yl) methyl)-1-(oxetan-2-ylmethyl)-1H-benzo[d]imidazole-6-carboxylate